(R)-N-((3S,4S)-8-(7-bromo-5-((2-(trimethylsilyl)ethoxy)methyl)-5H-pyrrolo[2,3-b]pyrazin-3-yl)-3-methyl-2-oxa-8-azaspiro[4.5]decan-4-yl)-2-methylpropan-2-sulfinamide BrC1=CN(C2=NC(=CN=C21)N2CCC1([C@@H]([C@@H](OC1)C)N[S@](=O)C(C)(C)C)CC2)COCC[Si](C)(C)C